(2-bromo-4-fluorophenyl)dihydro-2H-pyran-3(4H)-one BrC1=C(C=CC(=C1)F)C1OCCCC1=O